8,8'-((6-hydroxy-spiro[3.3]heptan-2-yl)azanediyl)bis-(N,N-didecyloctan-amide) OC1CC2(CC(C2)N(CCCCCCCC(=O)N(CCCCCCCCCC)CCCCCCCCCC)CCCCCCCC(=O)N(CCCCCCCCCC)CCCCCCCCCC)C1